5-methoxybenzofuran-3-carboxylic acid COC=1C=CC2=C(C(=CO2)C(=O)O)C1